C12(CC3CC(CC(C1)C3)C2)C=2C=C(C=CC2OC)C2=C(C=C(C=C2)C=CC(=O)O)C=CC(C)=O 3-[3'-Adamantan-1-yl-4'-methoxy-2-(3-oxo-but-1-enyl)-biphenyl-4-yl]-acrylic acid